ClC=1C(=CC(=C(C1)NC(C(=O)NC1=CNC=2C1=NC=CC2)=O)C)F N1-(5-chloro-4-fluoro-2-methylphenyl)-N2-(1H-pyrrolo[3,2-b]pyridin-3-yl)oxalamide